C(C)(C)(C)C=1C=CC(=C(C1)NC1CCNCC1)[N+](=O)[O-] N-(5-tert-butyl-2-nitro-phenyl)piperidin-4-amine